2-(7H-furo[3,2-f]indol-5-yl)ethan-1-amine O1C=CC=2C=C3C(=CNC3=CC21)CCN